(R)-5-((2-cyclopropyl-1,4-diazepan-1-yl)sulfonyl)-4-fluoroisoquinolin-1-ol sulfate S(=O)(=O)(O)OC1=NC=C(C2=C(C=CC=C12)S(=O)(=O)N1[C@@H](CNCCC1)C1CC1)F